2,4,6-octatrien-1-ol C(C=CC=CC=CC)O